Cl.COC(C[C@@H]1CNCC1)=O (R)-pyrrolidine-3-acetic acid methyl ester hydrochloride